1-(2-Fluoro-4-(5-(trifluoromethyl)-1,2,4-oxadiazol-3-yl)phenyl)-2-(((1-methyl-1H-1,2,4-triazol-3-yl)methyl)thio)ethan-1-on FC1=C(C=CC(=C1)C1=NOC(=N1)C(F)(F)F)C(CSCC1=NN(C=N1)C)=O